N-(trans-4-ethoxycyclohexyl)-5-(3-(2-fluoroethyl)-2-methyl-3H-imidazo[4,5-b]pyridin-5-yl)pyrrolo[2,1-f][1,2,4]triazin-2-amine C(C)O[C@@H]1CC[C@H](CC1)NC1=NN2C(C=N1)=C(C=C2)C2=CC=C1C(=N2)N(C(=N1)C)CCF